ClC=1C=C(C=CC1F)C(C=1NC(=C(N1)S(=O)(=O)C)C)OC[C@H]1CC(CC1)(F)F 2-((3-chloro-4-fluorophenyl)(((R)-3,3-difluorocyclopentyl)methoxy)methyl)-5-methyl-4-(methylsulfonyl)-1H-imidazole